OC1=C(C=C(C=C1)C(C)(C)C1=CC(=C(C=C1)O)[N+](=O)[O-])[N+](=O)[O-] 2,2-bis(4-hydroxy-3-nitrophenyl)propane